OCC1(CC1)CCS(=O)(=O)N ((1-(hydroxymethyl)cyclopropyl)methyl)methanesulfonamide